FC1=C(C=CC=C1)NC=1C=NC=2CCN(CC2C1)C=1C(=C(C=2N(N1)C(=NN2)C)C)C N-(2-fluorophenyl)-6-(3,7,8-trimethyl-[1,2,4]triazolo[4,3-b]pyridazin-6-yl)-7,8-dihydro-5H-1,6-naphthyridin-3-amine